COC(=O)C(=O)C1=CC=CC=C1 The molecule is the methyl ester of phenylglyoxylic acid with methanol. Metabolite observed in cancer metabolism. It has a role as a human metabolite. It is a methyl ester and an alpha-ketoester. It derives from a phenylglyoxylic acid.